OC1=CC=C(C=C1)S(=O)(=O)N 4-hydroxy-benzenesulphonamide